Cl.C(C)N=C=NCCCN(C)C 1-ethyl-3-(3-dimethylaminopropyl)carbodiimide monohydrochloride